(2E)-3-(1H-indazol-6-yl)-N-(1-methylindazol-7-yl)prop-2-enamide N1N=CC2=CC=C(C=C12)/C=C/C(=O)NC=1C=CC=C2C=NN(C12)C